tert-butyl N-[(10R,14S)-10-methyl-9-oxo-5,8,17-triazatricyclo[13.3.1.02,7]nonadeca-1(19),2(7),3,5,15,17-hexaen-14-yl]carbamate C[C@H]1C(NC=2C=NC=CC2C=2C=NC=C([C@H](CCC1)NC(OC(C)(C)C)=O)C2)=O